ClC1=C(OCC=2C(=C(C(=O)OCC)C=CC2)F)C=CC(=C1)C(F)(F)F ethyl 3-((2-chloro-4-(trifluoromethyl) phenoxy) methyl)-2-fluorobenzoate